FC(C1(C[C@@]2(CC3(OCCO3)CCC2)C2=CC=CC=C12)O)(F)F (1S)-3-(trifluoromethyl)-2,3-dihydro-dispiro[indene-1,1'-cyclohexane-3',2''-[1,3]dioxolan]-3-ol